4-cyclopropyl-3-(N-(5-(5-methylisothiazol-4-yl)-2-(pyridin-3-yl)phenyl)sulfamoyl)benzoic acid C1(CC1)C1=C(C=C(C(=O)O)C=C1)S(NC1=C(C=CC(=C1)C=1C=NSC1C)C=1C=NC=CC1)(=O)=O